ClC=1C=C(CNC2=NC(=NC3=CC(=CC=C23)C=2C(=NOC2C)C)N2CCN(CC2)CCO)C=CC1 2-(4-(4-((3-chlorobenzyl)amino)-7-(3,5-dimethylisoxazol-4-yl)quinazolin-2-yl)piperazin-1-yl)ethanol